(+)-(R)-trans-4-(1-aminoethyl)-N-(4-pyridyl)cyclohexanecarboxamide N[C@H](C)[C@@H]1CC[C@H](CC1)C(=O)NC1=CC=NC=C1